The molecule is a nitrate ester and a glucitol derivative. It has a role as a nitric oxide donor and a vasodilator agent. C1[C@@H]([C@@H]2[C@H](O1)[C@@H](CO2)O[N+](=O)[O-])O